ClC=1C(=NC(=NC1)NC1=C(C=C(C=C1)N1CCC(CC1)N1[C@H](CN(CC1)C)C)OC(F)F)NC1=C(SC=C1)C(=O)N (S)-3-((5-chloro-2-((2-(difluoromethoxy)-4-(4-(2,4-dimethylpiperazin-1-yl)piperidin-1-yl)phenyl)amino)pyrimidin-4-yl)amino)thiophene-2-carboxamide